2-(l-r-4-(2,6-dioxopiperidin-3-yl)phenyl)piperidin O=C1NC(CCC1C1=CC=C(C=C1)C1NCCCC1)=O